2'-Oxo-6'-(3-(Piperidin-1-yl)phenyl)-1',4'-dihydro-2'H-spiro[pyrrolidin-3,3'-chinolin]-1-carbonitril O=C1NC2=CC=C(C=C2CC12CN(CC2)C#N)C2=CC(=CC=C2)N2CCCCC2